2-(biphenyl-4-yl)-N-((S)-4-((1R,2S)-2-(4-fluorophenyl)cyclopropylamino)-1-(4-(methylsulfonyl)piperazin-1-yl)-1-oxobutan-2-yl)acetamide C1(=CC=C(C=C1)CC(=O)N[C@H](C(=O)N1CCN(CC1)S(=O)(=O)C)CCN[C@H]1[C@@H](C1)C1=CC=C(C=C1)F)C1=CC=CC=C1